3-(3-Carboxyphenyl)-2-hydroxypropanoic acid C(=O)(O)C=1C=C(C=CC1)CC(C(=O)O)O